(4-(6-(2-(4-chlorophenyl)-2-oxoethoxy)pyridin-2-yl)-2-fluorobenzyl)-1-(2-methoxyethyl)-1H-benzo[d]imidazole-6-carboxylic acid methyl ester COC(=O)C=1C=CC2=C(N(C(=N2)CC2=C(C=C(C=C2)C2=NC(=CC=C2)OCC(=O)C2=CC=C(C=C2)Cl)F)CCOC)C1